Cl.C12(CC(C1)C2)N(CCN)C(C)C2=C(C(=CC=C2)Cl)F N1-(bicyclo[1.1.1]pentan-1-yl)-N1-(1-(3-chloro-2-fluorophenyl)ethyl)ethane-1,2-diamine hydrochloride